NC1=C2C(=NC=N1)N(N=C2I)C2CN(C2)C(\C=C\CN(C)C)=O (E)-1-(3-(4-amino-3-iodo-1H-pyrazolo[3,4-d]pyrimidin-1-yl)azetidin-1-yl)-4-(dimethylamino)but-2-en-1-one